C(C)C1=NC(=CC=C1C1=NC2=C(N1C)C(=CC(=C2)C(=O)N2[C@@H]1CC[C@H](C2)[C@H]1N)OC)OC (1R,4R,7R)-2-[2-(2-Ethyl-6-methoxypyridin-3-yl)-7-methoxy-1-methyl-1H-1,3-benzodiazole-5-carbonyl]-2-azabicyclo[2.2.1]heptan-7-amine